5-(4-methoxyphenyl)-5-methyl-4,5-dihydroisoxazole COC1=CC=C(C=C1)C1(CC=NO1)C